6-Desoxy-alpha-D-ido-Heptose O[C@@H]1[C@@H](O)[C@H](O)[C@@H](O)[C@H](O1)CCO